N-[(3-ethoxy-2-methoxy-phenyl)methyl]-1-[2-(1-piperidinyl)-4-pyridinyl]methanamine C(C)OC=1C(=C(C=CC1)CNCC1=CC(=NC=C1)N1CCCCC1)OC